C(C1=CC=CC=C1)OC(=O)NCCCCCC(=O)O 6-(((benzyloxy)carbonyl)amino)hexanoic acid